OC=1C(=CC=C2C=CC=NC12)C(=O)O 8-hydroxy-quinoline-7-carboxylic acid